C(C)(C)(C)OC(=O)NC(C(=O)OC)CC=1C=C(C(=C2C=CNC12)F)F methyl 2-((tert-butoxycarbonyl)amino)-3-(4,5-difluoro-1H-indol-7-yl)propanoate